OC[C@H]1C[C@H](C[C@@H]1O[Si](C(C)C)(C(C)C)C(C)C)NC1=NC=NC=C1C=O [4-({(1R,3R,4S)-3-(hydroxymethyl)-4-[(triisopropylsilyl)oxy]cyclopentyl}amino)pyrimidin-5-yl]methanone